O(C)[C] methoxyl-carbon